(4-chloro-6-fluoropyrimidin-5-yl)boronic acid ClC1=NC=NC(=C1B(O)O)F